C(C)C1=NOC(=N1)C1=NN2C(=NC=3C=CC=CC3C2=N1)N[C@H]1C(NCCCC1)=O (3R)-3-{[2-(3-ethyl-1,2,4-oxadiazol-5-yl)[1,2,4]triazolo[1,5-c]quinazolin-5-yl]amino}azepan-2-one